6-(hydroxymethyl)-N-(5-(methylsulfanyl)-1,3,4-thiadiazol-2-yl)benzo[c]isoxazole-3-carboxamide OCC=1C=CC=2C(=NOC2C(=O)NC=2SC(=NN2)SC)C1